COCOC1=C(C=CC=C1)C(C1=CNC2=CC=CC=C12)S(=O)(=O)C1=CC=C(C=C1)C 3-[(2-methoxymethoxyphenyl)(4-methylbenzenesulfonyl)methyl]-1H-Indole